C(C)N(C=NC1=C(C=C(C(=C1)C)C1(COC1)OCC1=C(C=CC=C1)F)C)C N-ethyl-N'-(4-(3-((2-fluorobenzyl)oxy)oxetan-3-yl)-2,5-dimethylphenyl)-N-methylformimidamide